C(C)(C)OC(=O)C1N(CCN(C1)C1=CC(N(C2=CC=C(N=C12)C#N)C)=O)C(C1=CC=C(C=C1)F)C1=CC=C(C=C1)F Isopropyl-1-(bis(4-fluorophenyl)methyl)-4-(6-cyano-1-methyl-2-oxo-1,2-dihydro-1,5-naphthyridin-4-yl)piperazine-2-carboxylate